4-(2-hydroxyethoxy)phenyl 2-hydroxy-2-propyl ketone OC(C)(C)C(=O)C1=CC=C(C=C1)OCCO